C(C)(C)(C)OC(=O)N1C(CCCC1)CC1=NC(=CC=C1)COC1=C(C=C(C=C1)C)C(=O)OC ((6-((2-(methoxycarbonyl)-4-methylphenoxy)methyl)pyridin-2-yl)methyl)piperidine-1-carboxylic acid tert-butyl ester